3,6-bis(2,6-difluorobenzyl)4-methyl-5-(methylthio)pyridazine FC1=C(CC=2N=NC(=C(C2C)SC)CC2=C(C=CC=C2F)F)C(=CC=C1)F